Z-9-dodecen-1-ol C(CCCCCCC\C=C/CC)O